ClC1=NC=C(C=2N=C(N=CC21)NC2CCC(CC2)OC)C2=C(C=CC=C2)S(=O)(=O)N (5-chloro-2-(((1R,4R)-4-methoxycyclohexyl)amino)pyrido[4,3-d]pyrimidin-8-yl)benzenesulfonamide